CC=C(C1=CC=CC=C1)CC methyl-α-ethylstyrene